ClC=1C=C(C=C(C1)NS(=O)(=O)C)NC(=O)C1=CN(C(=C1)C1=NC=C(C=C1F)F)C N-(3-chloro-5-(methylsulfonamido)phenyl)-5-(3,5-difluoropyridin-2-yl)-1-methyl-1H-pyrrole-3-carboxamide